IC1=CC=C(C=C1)C=1N(C(=CN1)C)CC1=C(C=CC=C1)OC 2-(4-Iodophenyl)-1-(2-methoxybenzyl)-5-methyl-1H-imidazole